FC1([C@@H](C1)C(=O)N1[C@H]2CN(C[C@@H]1CC2)C2=NC(=NC=C2)NC=2C=NN(C2)C)F ((S)-2,2-Difluorocyclopropyl)-((1R,5S)-3-(2-((1-Methyl-1H-pyrazol-4-yl)amino)pyrimidin-4-yl)-3,8-diazabicyclo[3.2.1]-octan-8-yl)methanon